trans-indoleacrylic acid methyl-(R)-10-((8-butoxy-8-oxooctyl)oxy)-6-(tert-butyl)-2-oxo-6,7-dihydro-2H-pyrido[2',1':3,4]pyrazino[1,2-b]indazole-3-carboxylate COC(=O)C=1C(C=C2N([C@@H](CN3N=C4C(=CC=CC4=C32)OCCCCCCCC(=O)OCCCC)C(C)(C)C)C1)=O.N1C(=CC3=CC=CC=C13)/C=C/C(=O)O